CN(C)CCCNCCC[Si](OC)(OC)C 3-(N,N-dimethylaminopropyl)aminopropylmethyldimethoxysilane